FC1=C(C=C(C=C1)[N+](=O)[O-])NC1=NC(=NC=C1C(=O)N(C1=CC=CC=C1)C)NC=1C=NN(C1)C 4-((2-fluoro-5-nitrophenyl)amino)-N-methyl-2-((1-methyl-1H-pyrazol-4-yl)amino)-N-phenylpyrimidine-5-carboxamide